N1=C2C(=CC=C1CO)COCC2 5H,7H,8H-pyrano(4,3-b)pyridin-2-ylmethanol